[Pb].[Mn].[Zn].[Cu] copper-zinc-manganese-lead